O[C@@]1(CN(CCC1)C1=NC(=NC=C1C(F)(F)F)NC1=C(C=C(C=C1)S(=O)(=O)C1CC2(C1)CCN(CC2)C(=O)OC(C)(C)C)C)C tert-butyl 2-[4-[[4-[(3S)-3-hydroxy-3-methyl-1-piperidyl]-5-(trifluoromethyl)pyrimidin-2-yl]amino]-3-methyl-phenyl]sulfonyl-7-azaspiro[3.5]nonane-7-carboxylate